ClC=1C(=CC(=C(C1)S(=O)(=O)NC=1SC=CN1)F)NCCC1CCN(CC1)C 5-chloro-2-fluoro-4-((2-(1-methylpiperidin-4-yl)ethyl)amino)-N-(thiazol-2-yl)benzenesulfonamide